C(C)(C)C1=C(C=CC=C1)C=1N=CC2=C(N1)C(=NN2C)CC2=CC=C(C=C2)N2N=NC=C2C 5-(2-isopropylphenyl)-1-methyl-3-(4-(5-methyl-1H-1,2,3-triazol-1-yl)benzyl)-1H-pyrazolo[4,3-d]pyrimidine